trans-4-(6-chloro-3,4-dihydro-2H-benzo[b][1,4]oxazine-2-carboxamido)cyclohexanecarboxylic acid ClC1=CC2=C(OC(CN2)C(=O)N[C@@H]2CC[C@H](CC2)C(=O)O)C=C1